S1C(=CC=C1)CN(C(CCC)=O)CC=1SC=CC1 N,N-bis(2-thienylmethyl)butanamide